difluoro thioether FSF